ClC1=CC=CC=2N(CC(OC21)COC)S(=O)(=O)C2=CC=C(C=C2)C 8-chloro-2-(methoxymethyl)-4-(p-tolylsulfonyl)-2,3-dihydro-1,4-benzoxazine